CC1=CC(=CC(=C1)P(C2=C(C3=C(C=C2)OCO3)C4=C(C=CC5=C4OCO5)P(C6=CC(=CC(=C6)C)C)C7=CC(=CC(=C7)C)C)C8=CC(=CC(=C8)C)C)C (S)-(-)-5,5'-bis[di(3,5-xylyl)phosphino]-4,4'-bi-1,3-benzodioxole